C(C)(=O)N(CCN)C(C)=O N,N-diacetylethylenediamine